C(CC)O[Si](CCCCCC)(OCCC)OCCC tripropoxy(hexyl)silane